5-chloro-8-((1-(2,2-difluoroethyl)-1H-indol-6-yl)sulfonyl)-3-hydroxyquinazoline-2,4(1H,3H)-dione ClC1=C2C(N(C(NC2=C(C=C1)S(=O)(=O)C1=CC=C2C=CN(C2=C1)CC(F)F)=O)O)=O